2-(4-cyano-2-methylphenyl)acetic acid ethyl ester C(C)OC(CC1=C(C=C(C=C1)C#N)C)=O